(+-)-β-carboxy-β-propiolactone C(=O)(O)[C@H]1CC(=O)O1 |r|